2-(2-phenyloxazol-4-yl)ethan-1-ol C1(=CC=CC=C1)C=1OC=C(N1)CCO